5-chloro-N2-(4-(9-(dimethylamino)-3-azaspiro[5.5]undec-3-yl)-2-methoxy-5-nitrophenyl)-N4-(2-(dimethylphosphino)phenyl)pyrimidine-2,4-diamine ClC=1C(=NC(=NC1)NC1=C(C=C(C(=C1)[N+](=O)[O-])N1CCC2(CC1)CCC(CC2)N(C)C)OC)NC2=C(C=CC=C2)P(C)C